CN1CCN2C=3C(=CC=CC13)[C@H]1[C@@H]2CCN(C1)C(=O)OCC (6bR,10aS)-ethyl 2,3,6b,9,10,10a-hexahydro-3-methyl-1H-pyrido-[3',4':4,5]-pyrrolo[1,2,3-de]quinoxaline-8-carboxylate